FC(C=1C=NC(=NC1)C1=CN=C(O1)NC=1C=CC(=NC1)C#N)(F)F 5-((5-(5-(trifluoromethyl)pyrimidin-2-yl)oxazol-2-yl)amino)picolinonitrile